(d)-2-(3-(1-benzhydrylazetidin-3-ylidene)pentan-2-yl)isoindoline-1,3-dione C(C1=CC=CC=C1)(C1=CC=CC=C1)N1CC(C1)=C(C(C)N1C(C2=CC=CC=C2C1=O)=O)CC